((2S,4R,5R)-4-acetoxy-5-(2-amino-8-(benzyloxy)-6-oxo-1,6-dihydro-9H-purin-9-yl) tetrahydrofuran-2-yl)methyl acetate C(C)(=O)OC[C@H]1O[C@H]([C@@H](C1)OC(C)=O)N1C=2N=C(NC(C2N=C1OCC1=CC=CC=C1)=O)N